tert-butyl 4-[2-({6-[(1,3-benzothiazol-2-yl)amino]-5-methylpyridazin-3-yl}(methyl)amino)-4-(ethoxycarbonyl)-1,3-thiazol-5-yl]piperidine-1-carboxylate S1C(=NC2=C1C=CC=C2)NC2=C(C=C(N=N2)N(C=2SC(=C(N2)C(=O)OCC)C2CCN(CC2)C(=O)OC(C)(C)C)C)C